FC1=C(C=CC=C1)C=CP(OCCCC)=O n-butyl (2-fluorophenyl)vinylphosphinate